rac-(1S*,2S*)-2-(4-methyl-pyrimidin-2-yl)cyclopropane-1-carboxamide CC1=NC(=NC=C1)[C@@H]1[C@H](C1)C(=O)N |r|